ClC=1C(=C(C=CC1Cl)NC1=NC=NC2=CC=C(C=C12)C1(CNC1)C)F N-(3,4-dichloro-2-fluoro-phenyl)-6-(3-methylazetidin-3-yl)quinazolin-4-amine